FC(CN1C(=NC2=C1C=C(C=C2)C=2C(=CN1N=C(N=C(C12)OC([2H])([2H])[2H])N[C@H]1C(CN(CC1)C(CO)=O)(F)F)F)C)F (R)-1-(4-((5-(1-(2,2-difluoroethyl)-2-methyl-1H-benzo[d]imidazol-6-yl)-6-fluoro-4-(methoxy-d3)pyrrolo[2,1-f][1,2,4]triazin-2-yl)amino)-3,3-difluoropiperidin-1-yl)-2-hydroxyethan-1-one